bromo-5,6-dimethyl-1H-benzo[d]imidazol-2(3H)-one BrN1C(NC2=C1C=C(C(=C2)C)C)=O